N1C=NC(=C1)CN1CCC(CC1)C=1C=C2C3=C(NC2=CC1)C1=C(OCC3)C=NC(=C1)C 9-(1-((1H-imidazol-4-yl)methyl)piperidin-4-yl)-2-methyl-7,12-dihydro-6H-pyrido[3',4':2,3]oxepino[4,5-b]indole